CN(C1CCC(CC1)NC1=C2C=C(N(C2=CC=C1)CC(F)(F)F)C#CCNC1=C(C=C(C=C1)C(C#N)(C)C)OC)C 2-(4-((3-(4-(((1S,4S)-4-(dimethylamino)cyclohexyl)amino)-1-(2,2,2-trifluoroethyl)-1H-indol-2-yl)prop-2-yn-1-yl)amino)-3-methoxyphenyl)-2-methylpropanenitrile